COC[C@@H]1N(CCC1)C=1OC2=C(N1)C=CC(=C2)C=2NC=CC(C2C(=O)O)=O 2-((R)-(2-(methoxymethyl)pyrrolidin-1-yl)benzo[d]oxazol-6-yl)-4-oxo-1,4-dihydropyridine-3-carboxylic acid